1,4-bis(dicyclohexylphosphino)butane C1(CCCCC1)P(CCCCP(C1CCCCC1)C1CCCCC1)C1CCCCC1